C1(CC1)C1=CC(=NC=N1)N1CCC(CC1)(C(=O)N1C[C@H]2OC3=C([C@@H]1C2)C=NC=C3C#N)F (2S,5S)-4-(1-(6-cyclopropylpyrimidin-4-yl)-4-fluoropiperidine-4-carbonyl)-2,3,4,5-tetrahydro-2,5-methanopyrido[3,4-f][1,4]oxazepine-9-carbonitrile